CC(C)[C@@H](C(=O)N[C@@H](CCC(=O)[O-])C(=O)N1CCC[C@H]1C(=O)[O-])NC(=O)[C@@H]2CCCN2C(=O)[C@H](CC3=CC=C(C=C3)O)[NH3+] The molecule is a peptide anion obtained from the deprotonation of the two carboxy groups, and protonation of the primary amino group of beta-casochemotide-1. It is the major species at pH 7.3. It is a conjugate base of a beta-casochemotide-1.